4-methyl-N-(1-(3-(methylcarbamoyl)-7-(trifluoromethyl)thieno[3,2-b]pyridin-5-yl)piperidin-4-yl)morpholine-2-carboxamide CN1CC(OCC1)C(=O)NC1CCN(CC1)C1=CC(=C2C(=N1)C(=CS2)C(NC)=O)C(F)(F)F